C1=CC(=CC=C1Cl)Cl 4-dichlorobenzene